6-(3,3-difluorocyclobutyl)-5-fluoropyridin-3-amine hydrochloride Cl.FC1(CC(C1)C1=C(C=C(C=N1)N)F)F